(2-(Allyloxy)-3-(tert-butyl)-5-methoxyphenyl)chlorodiethylsilane C(C=C)OC1=C(C=C(C=C1C(C)(C)C)OC)[Si](CC)(CC)Cl